OCCSC1=CC=CC2=CC(=CC=C12)SCCO 1,6-bis(hydroxyethylthio)naphthalene